NC1=CC(=C2C(N(CCCCC[C@@](C3=NN=C(C1=N2)O3)(C(F)(F)F)O)CC3C2(C31CC1)CC2)=O)C(F)(F)F (6R)-17-amino-12-(dispiro[2.0.24.13]heptan-7-ylmethyl)-6-hydroxy-6,15-bis(trifluoromethyl)-19-oxa-3,4,12,18-tetrazatricyclo[12.3.1.12,5]nonadeca-1(18),2,4,14,16-pentaen-13-one